C(C1=CC=C(N)C=C1)(C1=CC=C(N)C=C1)(C1=CC=C(N)C=C1)C1=CC=C(N)C=C1 4,4',4'',4'''-methanetetrayltetraaniline